(E)-3-methylthio-2-iodoacrylate CS/C=C(\C(=O)[O-])/I